Cl.C(C)N1CC(C1)C1=CC=C(N=N1)C1=C(C=C(C=C1)C=1C=CC=2C(N1)=CN(N2)C)C2=C(C=CC=C2)O 2-(6-(1-ethylazetidin-3-yl)pyridazin-3-yl)-5-(2-methyl-2H-pyrazolo[4,3-b]pyridin-5-yl)phenylphenol hydrochloride